N[C@@](C(C(C([2H])([2H])[2H])C([2H])([2H])[2H])([2H])[2H])(C(=O)O)[2H] Leucine-2,3,3,5,5,5,5',5',5'-d9